N1CC(OCC1)C1CNCCO1 2,2'-Bimorpholin